methyl-6-chloro-4-((4-methoxybenzyl)amino)pyridazine CC=1N=NC(=CC1NCC1=CC=C(C=C1)OC)Cl